CC=1N(C(=CC1C(CN1CCCCC1)=O)C)C1=CC=C(C#N)C=C1 4-(2,5-Dimethyl-3-(2-(piperidin-1-yl)acetyl)-1H-pyrrol-1-yl)benzonitrile